2-(chloromethyl) ethylene oxide ClCC1CO1